NCC1=C(C=NC(=C1)F)C1C(NC(CC1)=O)=O 3-(4-(Aminomethyl)-6-fluoropyridin-3-yl)piperidine-2,6-dione